OC=1C(=C(C=CC1)I)OS(=O)(=O)C1=CC=C(C)C=C1 hydroxy(p-toluenesulfonyloxy)iodobenzene